methyl-(E,Z-hydroxyfarnesylacetone) CC(C(C)=O)C\C=C(/C)\CC\C=C(\C)/CCC=C(C)CO